2,2-dichlorobutane ClC(C)(CC)Cl